(4S)-7,8-dichloro-6-(2,6-difluorophenyl)-4-methyl-4H-[1,2,4]triazolo[1,5-a][1,4]benzodiazepine-2-Carbonitrile ClC1=C(C=CC2=C1C(=N[C@H](C=1N2N=C(N1)C#N)C)C1=C(C=CC=C1F)F)Cl